ClC=1C=C(C(=NC1)C)NCC1=CC=C(S1)C(=O)O 5-(((5-chloro-2-methylpyridin-3-yl)amino)methyl)thiophene-2-carboxylic acid